CC1=NC2=CC=CC=C2C(=N1)OCCCN1CC(CC1)(O)C(F)(F)F 1-(3-((2-methylquinazolin-4-yl)oxy)propyl)-3-(trifluoromethyl)pyrrolidin-3-ol